1-(3-((4-(2-Azidopropan-2-yl)-6-chloro-2,7-naphthyridin-1-yl)oxy)-3-methylazetidin-1-yl)ethan-1-one N(=[N+]=[N-])C(C)(C)C1=CN=C(C2=CN=C(C=C12)Cl)OC1(CN(C1)C(C)=O)C